1-{5-[3-(2,6-dimethyl-pyridin-3-yl)-1,2,4-oxadiazol-5-yl]-1H-1,2,3-benzotriazol-1-yl}-2-methylpropan-2-ol CC1=NC(=CC=C1C1=NOC(=N1)C1=CC2=C(N(N=N2)CC(C)(O)C)C=C1)C